CC=1C=CC=2N(C3=CC=C(C=C3C2C1)C)C1=C(C(=C(C(=C1N1C2=CC=C(C=C2C=2C=C(C=CC12)C)C)C1=NC(=CC(=N1)C1=CC=CC=C1)C1=CC=CC=C1)N1C2=CC=C(C=C2C=2C=C(C=CC12)C)C)N1C2=CC=C(C=C2C=2C=C(C=CC12)C)C)C=1OC2=C(N1)C=CC=C2 2-(2,3,5,6-tetrakis(3,6-dimethyl-9H-carbazol-9-yl)-4-(4,6-diphenylpyrimidin-2-yl)phenyl)benzo[d]oxazole